C(C)SC1=NC(N(C(N1CC1=C(C=C(C(=C1)F)F)F)=O)CC#C)=O 6-(ethylsulfanyl)-3-(prop-2-yn-1-yl)-1-(2,4,5-trifluorobenzyl)-1,3,5-triazine-2,4(1H,3H)-dione